(5-Amino-2-methyl-2H-[1,2,3]triazol-4-ylmethyl)-[1-(2-fluoro-6-methyl-phenyl)-piperidin-4-yl]-amine NC=1C(=NN(N1)C)CNC1CCN(CC1)C1=C(C=CC=C1C)F